FC(C(C(C(F)(F)F)(F)F)(F)F)(S(=O)(=O)[O-])F.[Na+] Sodium perfluoro-n-butanesulfonate